(S)-3-(5-(4-((1-(4-((1R,2R)-2-cyclohexyl-6-hydroxy-2-methyl-1,2,3,4-tetrahydronaphthalen-1-yl)phenyl)piperidin-4-yl)methyl)piperazin-1-yl)-1-oxoisoindolin-2-yl)piperidine-2,6-dione C1(CCCCC1)[C@@]1([C@@H](C2=CC=C(C=C2CC1)O)C1=CC=C(C=C1)N1CCC(CC1)CN1CCN(CC1)C=1C=C2CN(C(C2=CC1)=O)[C@@H]1C(NC(CC1)=O)=O)C